CC1OCC=2C(=NC=3C=C(C=CC3C21)C(=O)O)Cl.CN2CCN(CC2)CCCCC=2C=CC=CC2 5-(4-(4-methylpiperazine-1-yl)butyl)benzol methyl-4-chloro-1H,3H-furo[3,4-c]quinoline-7-carboxylate